acryloyloxydecahydrodecanyl-1,4-dimethyloxynaphthalene C(C=C)(=O)OCCCCCCCCCCC1(CCC(C2CCCCC12)OC)OC